BrC1=C(C=C2/C(/C(NC2=C1)=O)=C/1\CCC2=C1NC(=C2C(=O)NCCN(CC)CC)C)F (Z)-6-(6-bromo-5-fluoro-2-oxoindolin-3-ylidene)-N-(2-(diethylamino)ethyl)-2-methyl-1,4,5,6-tetrahydrocyclopenta[b]pyrrole-3-carboxamide